COC1=CC=C(C=C1)C1=CC2=C(N=C(O2)SCC2=CC=C(C=C2)C(F)(F)F)C=C1 6-(4-methoxyphenyl)-2-((4-(trifluoromethyl)benzyl)thio)benzo[d]oxazole